C(C(=C)C)(=O)NCCC[Si](O[Si](C)(C)CCCNC(C(=C)C)=O)(C)C 1,3-bis(methacrylamidopropyl)-1,1,3,3-tetramethyldisiloxane